1-(6-bromo-2-methoxyquinolin-3-yl)-2-(2,6-dimethoxypyridin-4-yl)-4-(dimethylamino)-1-(3-fluoro-4-methoxyphenyl)butan-2-ol BrC=1C=C2C=C(C(=NC2=CC1)OC)C(C(CCN(C)C)(O)C1=CC(=NC(=C1)OC)OC)C1=CC(=C(C=C1)OC)F